ClC1=CC=NC2=CC=C(C=C12)SC1CCC1 4-chloro-6-(cyclobutylthio)quinoline